ClC1=NN(C2=NC(=CC=C21)/C=C/C(=O)NC=2C(=NC=C(C2)Cl)C2CC2)C2OCCCC2 (E)-3-(3-chloro-1-(tetrahydro-2H-pyran-2-yl)-1H-pyrazolo[3,4-b]pyridin-6-yl)-N-(5-chloro-2-cyclopropyl-pyridin-3-yl)acrylamide